2-Fluoromalonic acid FC(C(=O)O)C(=O)O